3-(6-(methylthio)pyrimidin-4-yl)imidazo[1,2-b]pyridazine-6-carbonitrile CSC1=CC(=NC=N1)C1=CN=C2N1N=C(C=C2)C#N